CC1N(CC2=CC=CC=C2C1)C(CN1C(C2=CC=CC=C2C1)=O)=O 2-[2-(3-methyl-1,2,3,4-tetrahydroisoquinolin-2-yl)-2-oxoethyl]-2,3-dihydro-1H-isoindol-1-one